FC1=C(N)C=C(C=C1)C(F)(F)F 2-fluoro-5-(trifluoro-methyl)aniline